BrC1=C(C=CC(=C1)Br)C1=C(C=C(C=C1)Br)Br L-2,2',4,4'-tetrabromobiphenyl